(R)-2-{1,1-dimethyl-2-[(1r,4R)-4-methoxycyclohexyl]ethylamino}-1-(m-fluorophenyl)-1-ethanol CC(CC1CCC(CC1)OC)(C)NC[C@H](O)C1=CC(=CC=C1)F